ethoxydi(4-ethylphenyl)phosphine C(C)OP(C1=CC=C(C=C1)CC)C1=CC=C(C=C1)CC